CC1=NC=CC(=C1)C=1C=C(C=CC1)C=1N=C(SC1)NC([C@H](CCSC)NC(OC(C)(C)C)=O)=O (S)-tert-butyl (1-((4-(3-(2-methylpyridin-4-yl)phenyl)thiazol-2-yl)amino)-4-(methylthio)-1-oxobutan-2-yl)carbamate